5-(4,4,5,5-tetramethyl-1,3,2-dioxaborolan-2-yl)benzoic acid CC1(OB(OC1(C)C)C=1C=CC=C(C(=O)O)C1)C